CC1(C(=C(CCC1)C1=C(C=CC=C1)NC(CC)=O)C1=CC=CC=C1)C N-(2-(3,3-dimethyl-2-phenyl-cyclohex-1-en-1-yl)phenyl)propionamide